N-(2,6-dioxo-3-piperidinyl)tetrahydro-3-thiophenecarboxamide O=C1NC(CCC1NC(=O)C1CSCC1)=O